2,2-dimethylcyclobutanone, ammonium salt [NH4+].CC1(C(CC1)=O)C